4-hydroxy-2-oxoheptane OC(CC(C)=O)CCC